O=C1CN(CCN1)C1=CC=C(C=N1)CNC(OC(C)(C)C)=O tert-butyl ((6-(3-oxopiperazin-1-yl)pyridin-3-yl)methyl)carbamate